Benzyl 4-amino-3-chloro-5-fluoro-6-(7-fluoro-1H-indol-6-yl)pyridine-2-carboxylate NC1=C(C(=NC(=C1F)C1=CC=C2C=CNC2=C1F)C(=O)OCC1=CC=CC=C1)Cl